tert-butyl 6-(2-oxo-1H-pyridin-4-yl)-3,4-dihydro-2H-pyridine-1-carboxylate O=C1NC=CC(=C1)C1=CCCCN1C(=O)OC(C)(C)C